benzyl (E)-((5-hydroxy-4-methylpent-3-en-1-yl)(4-iodophenoxy)phosphoryl)alaninate OC/C(=C/CCP(=O)(OC1=CC=C(C=C1)I)N[C@@H](C)C(=O)OCC1=CC=CC=C1)/C